3-((2-((4-(4-((4-((3-(methylsulfonyl)benzyl)amino)-5-(trifluoromethyl)pyrimidin-2-yl)amino)phenyl)piperidin-1-yl)methyl)phenyl)amino)piperidine-2,6-dione CS(=O)(=O)C=1C=C(CNC2=NC(=NC=C2C(F)(F)F)NC2=CC=C(C=C2)C2CCN(CC2)CC2=C(C=CC=C2)NC2C(NC(CC2)=O)=O)C=CC1